FNC(=O)OCC Fluorourethan